C[Si](C)(C)C#CC1=CC=C(C=C1)CO (4-((trimethylsilyl)ethynyl)phenyl)methanol